COC(=O)C1(CCOCC1)C1=CC=C2C(=N1)N=C(N2)[C@H](C2CCC(CC2)(F)F)NC(=O)OCC2=CC=CC=C2 4-{2-[(S)-Benzyloxycarbonylamino(4,4-difluorocyclohexyl)methyl]-1H-imidazo-[4,5-b]pyridin-5-yl}tetrahydropyran-4-carboxylic acid methyl ester